(4R,6R,15S)-9-fluoro-4,15-dihydroxy-13-oxa-2,17,21,22,25-pentaazapentacyclo[17.5.2.02,6.07,12.022,26]hexacosa-1(25),7(12),8,10,19(26),20,23-heptaen-18-one FC1=CC=2[C@H]3C[C@H](CN3C=3C=CN4N=CC(C(NC[C@@H](COC2C=C1)O)=O)=C4N3)O